Methyl (S)-3-(4'-bromo-2'-methyl-6'-(pent-4-en-1-yloxy)-[1,1'-biphenyl]-3-yl)-3-((tert-butoxycarbonyl)amino)propanoate BrC1=CC(=C(C(=C1)OCCCC=C)C1=CC(=CC=C1)[C@H](CC(=O)OC)NC(=O)OC(C)(C)C)C